4-Chloro-5-((5-chloro-3-(2,2,2-trifluoroethoxy)pyridin-2-yl)oxy)-1-methyl-N-(4-methyl-1,1-dioxidotetrahydro-2H-thiopyran-4-yl)-1H-benzo[d]imidazole-2-carboxamide ClC1=C(C=CC=2N(C(=NC21)C(=O)NC2(CCS(CC2)(=O)=O)C)C)OC2=NC=C(C=C2OCC(F)(F)F)Cl